N1(C=NC=C1)CCOC=1C=C(C=CC1)C(C)N1C(N=CC=C1C=1C=CC2=C(C(=CO2)C)C1)C N-(1-{3-[2-(1H-imidazol-1-yl)ethoxy]phenyl}ethyl)-2-methyl-6-(3-methyl-1-benzofuran-5-yl)pyrimidin